OC[C@H](C1=CC=CC=C1)NC1=NC(=NC=C1C(=O)NC)NC=1C=C2CCN(C(C2=CC1)=O)C 4-{[(1S)-2-hydroxy-1-phenylethyl]amino}-N-methyl-2-[(2-methyl-1-oxo-1,2,3,4-tetrahydroisoquinolin-6-yl)amino]pyrimidine-5-carboxamide